C(#N)C1=C(C=C(C=C1)NC([C@@](CSC1=CC(=C(C=C1)OCC)C=1NC(C2=C(N1)C(=NN2C)CCC)=O)(C)O)=O)C(F)(F)F (R)-N-(4-cyano-3-(trifluoromethyl)phenyl)-3-((4-ethoxy-3-(1-methyl-7-oxo-3-propyl-6,7-dihydro-1H-pyrazolo[4,3-d]pyrimidin-5-yl)phenyl)thio)-2-hydroxy-2-methylpropanamide